BrC1=C2C=C(N=CC2=C(N=C1)NC)NC(OC(C)(C)C)=O tert-butyl (5-bromo-8-(methylamino)-2,7-naphthyridin-3-yl)carbamate